nitroxy-hexanoate O([N+](=O)[O-])C(C(=O)[O-])CCCC